[C@H]12COC[C@@H]2C1NCC1=CC(=C2CN(C(C2=C1)=O)C1=CC(=CC=C1)[C@@H](C1COC1)C1=NN=CN1C)C(F)(F)F 6-(((1R,5S,6r)-3-oxabicyclo[3.1.0]hexan-6-ylamino)methyl)-2-(3-((R)-(4-methyl-4H-1,2,4-triazol-3-yl)(oxetan-3-yl)methyl)phenyl)-4-(trifluoromethyl)isoindolin-1-one